2-cyclopropyl-6-methoxy-7-methylbenzo[d]thiazole C1(CC1)C=1SC2=C(N1)C=CC(=C2C)OC